C(C)(C)(C)OOC1=C(C(=C(C=C1)C(C)C)C(C)C)OOC(C)(C)C bis-(tert.-butylperoxy)-diisopropylbenzene